(S)-2-(4-(2-fluoro-2-methylpropyl)piperazine-1-carbonyl)pyrrolidine-1-carboxylic acid tert-butyl ester C(C)(C)(C)OC(=O)N1[C@@H](CCC1)C(=O)N1CCN(CC1)CC(C)(C)F